C(C1=CC=CC=C1)(=O)C1=C(C=CC(=C1)Cl)NC(CCC(=O)NC=1C=CC=C2C=CC=NC12)CC1=CC=CC=C1 4-((2-benzoyl-4-chlorophenyl)amino)-5-phenyl-N-(quinoline-8-yl)valeramide